O=C1NC2=CC=CC=C2C=C1CC1=CC=2N(C=C1)N=CC2C#N 5-((2-oxo-1,2-dihydroquinolin-3-yl)methyl)pyrazolo[1,5-a]pyridine-3-carbonitrile